(Z)-3-(5-(2-(6-(2-(4-(1-(4-hydroxyphenyl)-2-phenylbut-1-en-1-yl)phenoxy)ethyl)-2,6-diazaspiro[3.3]heptan-2-yl)ethoxy)-1-oxoisoindolin-2-yl)piperidine-2,6-dione OC1=CC=C(C=C1)/C(=C(\CC)/C1=CC=CC=C1)/C1=CC=C(OCCN2CC3(CN(C3)CCOC=3C=C4CN(C(C4=CC3)=O)C3C(NC(CC3)=O)=O)C2)C=C1